2'-ethoxy-5-({2-[2-(4-fluorophenyl)cyclobutanecarbonyl]-2-azaspiro[3.3]heptan-6-yl}oxy)-N-[(3R)-pyrrolidin-3-yl]-[2,3'-bipyridine]-6-carboxamide C(C)OC1=NC=CC=C1C1=NC(=C(C=C1)OC1CC2(CN(C2)C(=O)C2C(CC2)C2=CC=C(C=C2)F)C1)C(=O)N[C@H]1CNCC1